C(#N)C1=CC(=NC2=C(C=CC(=C12)C)[C@@H](C)NC1=C(C(=O)O)C=CC=C1)N1CCOCC1 2-[[(1R)-1-(4-cyano-5-methyl-2-morpholino-8-quinolyl)ethyl]amino]benzoic acid